FC1CCCN(C1)C(=O)[O-] 5-fluoropiperidine-1-carboxylate